CS(=O)(=O)C1=NC(=CC(=N1)NC1=CC(=C(C(=C1)F)F)F)NC1=CC(=C(C(=C1)F)F)F 2-(methylsulfonyl)-N4,N6-bis(3,4,5-trifluorophenyl)pyrimidine-4,6-diamine